[Ca].C(C)C=CC ethyl-propylene calcium